ClC1=CC(=C(C=C1)C1=NC(=CC2=C1N=C(N(C2=O)C)C(F)F)[C@@H]2C[C@@H](OCC2)C=2C=NN(C2)C)F 8-(4-chloro-2-fluorophenyl)-2-(difluoromethyl)-3-methyl-6-[(2R,4S)-2-(1-methylpyrazol-4-yl)oxan-4-yl]pyrido[3,4-d]pyrimidin-4-one